FC(C(C(F)(F)F)(C1=CC(=C(C=C1)NC(C1=C(C(=CC=C1)[N+](=O)[O-])F)=O)C(F)(F)F)F)(F)F N-(4-(perfluoropropan-2-yl)-2-(trifluoromethyl)phenyl)-2-fluoro-3-nitrobenzamide